(R)-5-(4-methyl-8-(1-methylpiperidin-3-yl)-5,6,7,8-tetrahydropyrido[2,3-c]pyridazin-3-yl)benzo[b]thiophen-4-ol CC=1C2=C(N=NC1C1=C(C3=C(SC=C3)C=C1)O)N(CCC2)[C@H]2CN(CCC2)C